(E)-N-(2-(hydroxymethyl)phenyl)-3-(1H-indazol-6-yl)acrylamide OCC1=C(C=CC=C1)NC(\C=C\C1=CC=C2C=NNC2=C1)=O